(1r,4r)-4-((3-(2-chloro-4-phenoxybenzoyl)-1H-pyrrolo[2,3-b]pyridin-4-yl)amino)cyclohexane-1-carboxamide ClC1=C(C(=O)C2=CNC3=NC=CC(=C32)NC3CCC(CC3)C(=O)N)C=CC(=C1)OC1=CC=CC=C1